perfluoro-n-decyl-carboxylic acid FC(C(C(C(C(C(C(C(C(C(F)(F)F)(F)F)(F)F)(F)F)(F)F)(F)F)(F)F)(F)F)(F)F)(C(=O)O)F